FC(C(=O)O)(F)F.N1N=NC(=C1)C(=O)O 1H-1,2,3-triazole-4-carboxylic acid trifluoroacetate